N1-(3-morpholinopropyl)-2-(tetrahydro-2H-pyran-4-yl)-N4-(2,2,2-trifluoro-1-phenylethyl)benzene-1,4-diamine O1CCN(CC1)CCCNC1=C(C=C(C=C1)NC(C(F)(F)F)C1=CC=CC=C1)C1CCOCC1